N1N=CC(=C1)C1=NC=CC=C1COC1=CN=C(C=C1C=O)OC 5-((2-(1H-pyrazol-4-yl)pyridin-3-yl)methoxy)-2-methoxyisonicotinaldehyde